1-((S)-7-((1S,2S)-2-(2-chlorophenyl)-4,4-dimethylcyclohexane-1-carbonyl)-5,5-difluoro-8-methyl-2,7-diazaspiro[3.5]nonan-2-yl)prop-2-en-1-one ClC1=C(C=CC=C1)[C@@H]1[C@H](CCC(C1)(C)C)C(=O)N1CC(C2(CN(C2)C(C=C)=O)C[C@@H]1C)(F)F